[O-2].[Mn+2].[Li+].[Co+2].[Ni+2] nickel-cobalt lithium manganese oxide